(1S,2S,5S)-8-hydroxy-2,5-dimethyl-7,9-dioxo-N-(2,4-difluorobenzyl)-2,5,7,9-tetrahydro-1,6-methanopyrido[1,2-b][1,2,5]triazonine-10-carboxamide OC=1C(C(=CN2N3[C@H](C=C[C@@H](N(C(C21)=O)C3)C)C)C(=O)NCC3=C(C=C(C=C3)F)F)=O